5-(7-(Difluoromethyl)-6-(1-methyl-1H-pyrazol-4-yl)-3,4-dihydroquinolin-1(2H)-yl)-1,3-dimethyl-7-morpholino-1,6-naphthyridin-2(1H)-one FC(C1=C(C=C2CCCN(C2=C1)C1=C2C=C(C(N(C2=CC(=N1)N1CCOCC1)C)=O)C)C=1C=NN(C1)C)F